C(C)(C)(C)OC(NCCNC1=C(C=NC2=C(C(=C(C=C12)Cl)Br)F)[N+](=O)[O-])=O (2-((7-bromo-6-chloro-8-fluoro-3-nitroquinolin-4-yl)amino)ethyl)carbamic acid tert-butyl ester